ClC1=C2C(=C(C3(CCC=4C(=NC(=NC4C3)OC[C@H]3N(CCC3)C)N3C[C@@H](N(CC3)C(C(=C)F)=O)CC#N)C2=CC=C1)F)F 2-((2S)-4-(4-chloro-2,3-difluoro-2'-(((S)-1-methylpyrrolidin-2-yl)methoxy)-5',8'-dihydro-6'H-spiro[indene-1,7'-quinazolin]-4'-yl)-1-(2-fluoroacryloyl)piperazin-2-yl)acetonitrile